BrC=1C2=C(SC1C(F)(F)P(OCC)(O)=O)C(=CC(=C2)C2=NN(C=N2)CC2=CC=C(C=C2)OC)OCCCS(\N=C/N(C)C)(=O)=O ethyl hydrogen (Z)-((3-bromo-7-(3-(N-((dimethylamino)methylene) sulfamoyl)propoxy)-5-(1-(4-methoxybenzyl)-1H-1,2,4-triazol-3-yl)benzo[b]thiophen-2-yl)difluoromethyl)phosphonate